C1(=CC=CC=C1)C(C)=COCCOCCOCCOCCCC 2-phenyl-4,7,10,13-tetraoxaheptadec-2-ene